tert-butyl 4-(2-amino-5-(4-cyanopyridin-3-yl)phenyl)piperazine-1-carboxylate NC1=C(C=C(C=C1)C=1C=NC=CC1C#N)N1CCN(CC1)C(=O)OC(C)(C)C